7-bromo-2-chloro-N-(thiazol-2-ylmethyl)pyrrolo[2,1-f][1,2,4]triazin-4-amine BrC1=CC=C2C(=NC(=NN21)Cl)NCC=2SC=CN2